C[N+](CC(=O)[O-])(CCCNC(C(=C)C)=O)C 2-{dimethyl[3-(2-methyl-prop-2-eneamido)-propyl]-ammonio}acetate